Cl.ClC1=C(C(=C(C=C1OC)OC)Cl)C=1C=2N(C3=CC(=NC=C3C1)C=1C(=CC(=C(C1)NC(C=C)=O)N1CC3(C1)CCNCC3)OC)C=CN2 N-(5-(4-(2,6-dichloro-3,5-dimethoxyphenyl)imidazo[1,2-a][1,6]naphthyridin-8-yl)-4-methoxy-2-(2,7-diazaspiro[3.5]nonan-2-yl)phenyl)acrylamide hydrochloride